CN1C(COCC1)CNC(O[C@@]1(C(C1)C)C1=CC(=C(C=C1)F)C(F)(F)F)=O Methyl-(S)-(1-(4-fluoro-3-(trifluoromethyl)phenyl)cyclopropyl) ((4-methylmorpholin-3-yl)methyl)-Carbamat